SSS mercaptosulfide